BrC1=CC(=CC=2C=3N(C(=NC12)N[C@H]1C(NCCCC1)=O)N=C(N3)C3=CC(=CC=C3)F)Br (3R)-3-{[7,9-dibromo-2-(3-fluorophenyl)[1,2,4]triazolo[1,5-c]quinazolin-5-yl]amino}azepan-2-one